C(C)(C)(C)OC(=O)N1CC(N(CC1)C=1C=C(C=CC1)C=1C(=C2C(=NC1)N(C=C2I)C(=O)OC(C)(C)C)Cl)=O tert-butyl 5-(3-(4-(tert-butoxy carbonyl)-2-oxopiperazin-1-yl) phenyl)-4-chloro-3-iodo-1H-pyrrolo[2,3-b]pyridine-1-carboxylate